(±)-N-(1-benzyl-3-(3-bromophenyl)piperidin-3-yl)-4,5-dichloro-1-methyl-1H-indole-2-carboxamide C(C1=CC=CC=C1)N1C[C@@](CCC1)(C1=CC(=CC=C1)Br)NC(=O)C=1N(C2=CC=C(C(=C2C1)Cl)Cl)C |r|